(R)-1-cyclopropyl-N-methoxy-N-methylpiperidin-3-carboxamide C1(CC1)N1C[C@@H](CCC1)C(=O)N(C)OC